(5-(benzo[d][1,3]dioxol-4-ylmethoxy)-1,3,4-thiadiazol-2-yl)-3-(2-cyclopropylphenyl)pyridine-4-carboxamide O1COC2=C1C=CC=C2COC2=NN=C(S2)C2=NC=CC(=C2C2=C(C=CC=C2)C2CC2)C(=O)N